5-chloro-4-(1H-indol-3-yl)pyrimidin ClC=1C(=NC=NC1)C1=CNC2=CC=CC=C12